C1(CC1)C1=C2C(=NC(=C1)C1=CC=3C(N=C1)=NN(C3)C)SC(=C2)[C@@H](C)O (1R)-1-(4-cyclopropyl-6-(2-methyl-2H-pyrazolo[3,4-b]pyridin-5-yl)thieno[2,3-b]pyridin-2-yl)ethanol